COC(=O)C=1C(N(C2=NC(=CC=C2C1Cl)C(F)(F)F)C1=CC=CC=C1)=O 4-chloro-2-oxo-1-phenyl-7-(trifluoromethyl)-1,2-dihydro-1,8-naphthyridine-3-carboxylic acid methyl ester